2-(6-bromopyridin-2-yl)-2-hydroxy-N,N-bis(4-methoxybenzyl)propane-1-sulfonamide BrC1=CC=CC(=N1)C(CS(=O)(=O)N(CC1=CC=C(C=C1)OC)CC1=CC=C(C=C1)OC)(C)O